tert-butyl (3-((5-((tert-butoxy-carbonyl)oxy)-1H-benzo[d]imidazol-2-yl)thio)propyl)carbamate C(C)(C)(C)OC(=O)OC1=CC2=C(NC(=N2)SCCCNC(OC(C)(C)C)=O)C=C1